2-(3-bromo-5-(isobutyryloxy)benzylidene-amino)-3-methylbutanoic acid BrC=1C=C(C=NC(C(=O)O)C(C)C)C=C(C1)OC(C(C)C)=O